Br.C(CCC)(N)N butanediamine hydrobromide salt